C(C(=C)C)(=O)S=C(OCC)[S-] S-Methacryloyl-O-ethylxanthat